4-(2-(2-(2-isopropylphenyl)-4-((4-methyl-3-oxo-3,4-dihydro-2H-benzo[b][1,4]oxazin-5-yl)methyl)piperazin-1-yl)-7-azaspiro[3.5]nonan-7-yl)benzamide C(C)(C)C1=C(C=CC=C1)C1N(CCN(C1)CC1=CC=CC=2OCC(N(C21)C)=O)C2CC1(C2)CCN(CC1)C1=CC=C(C(=O)N)C=C1